The molecule is a fatty acid ethyl ester of nonanoic acid. It has a role as a metabolite. It derives from a nonanoic acid. CCCCCCCCC(=O)OCC